tert-Butyl 4-((1-methylpiperidin-4-yl)methoxy)phenethylcarbamate CN1CCC(CC1)COC1=CC=C(CCNC(OC(C)(C)C)=O)C=C1